2-(3-(4-(methylthio)phenyl)propoxy)tetrahydro-2H-pyran 3-benzyl-2-(6-(4-(benzyloxy)-2-ethylphenyl)-1H-indazol-3-yl)-3,4,6,7-tetrahydro-5H-imidazo[4,5-c]pyridine-5,6-dicarboxylate C(C1=CC=CC=C1)N1C(=NC2=C1CN(C(C2)C(=O)O)C(=O)O)C2=NNC1=CC(=CC=C21)C2=C(C=C(C=C2)OCC2=CC=CC=C2)CC.CSC2=CC=C(C=C2)CCCOC2OCCCC2